dicyclopentyl-ethylene C1(CCCC1)C=CC1CCCC1